FC1(CCC(CC1)N1N=C(C=C1C)NC(C1=C(C=C(C=C1)[S@](=O)(=N)C)N1CCC2(CC2)CC1)=O)F |o1:21| (S or R)-N-(1-(4,4-difluorocyclohexyl)-5-methyl-1H-pyrazol-3-yl)-4-(S-methylsulfonimidoyl)-2-(6-azaspiro[2.5]octan-6-yl)benzamide